(E)-5-bromo-2-fluoro-3-methoxybenzaldehyde oxime BrC=1C=C(C(=C(/C=N/O)C1)F)OC